tris(N,N-diphenyl-amino)triphenylamine C1(=CC=CC=C1)N(C1=CC=CC=C1)C1=C(C(=C(C=C1)N(C1=CC=CC=C1)C1=CC=CC=C1)N(C1=CC=CC=C1)C1=CC=CC=C1)N(C1=CC=CC=C1)C1=CC=CC=C1